(±)-ethyl 4-[3-[acetylsulfamoyl(methyl)amino]-1-[(4,5-dichloro-1-methyl-indole-2-carbonyl)amino]propyl]benzoate C(C)(=O)NS(=O)(=O)N(CC[C@@H](NC(=O)C=1N(C2=CC=C(C(=C2C1)Cl)Cl)C)C1=CC=C(C(=O)OCC)C=C1)C |r|